3-(4-amino-3-fluorophenyl)-1-cyclopropyl-1H-pyrazolo[3,4-d]Pyrimidine-4-amine NC1=C(C=C(C=C1)C1=NN(C2=NC=NC(=C21)N)C2CC2)F